C(CCC)C(C(=O)OCCCCCCN(CCN1CCN(CC1)CCN(CCCCCCOC(C(CCCCCC)CCCC)=O)CCCCCCOC(C(CCCCCC)CCCC)=O)CCCCCCOC(C(CCCCCC)CCCC)=O)CCCCCC.FC1=CC2=C(N(C(N2CCOC)=O)C=2N=NC(=CC2)C)C=C1 5-fluoro-3-(2-methoxyethyl)-1-(6-methylpyridazin-3-yl)benzimidazol-2-one ((piperazine-1,4-diylbis(ethane-2,1-diyl))bis(azanetriyl))tetrakis(hexane-6,1-diyl) tetrakis(2-butyloctanoate)